C(C(C)(C)C)(=O)OCN1N=NC(=C1)C1=NC(=CC=C1)C(C)=O (4-(6-acetylpyridin-2-yl)-1H-1,2,3-triazol-1-yl)methyl pivalate